[Si](C)(C)(C(C)(C)C)O[C@@H](C)C=1C=C(C=C2C(C(=C(OC12)C1C(C1)C(=O)OCC)C)=O)C ethyl 2-[8-[(1S)-1-[tert-Butyl(dimethyl)silyl]oxyethyl]-3,6-dimethyl-4-oxo-chromen-2-yl]cyclopropanecarboxylate